methyl phenylacetate (METHYL PHENYLACETATE) CC(C(=O)O)C1=CC=CC=C1.C1(=CC=CC=C1)CC(=O)OC